2-((4-Bromobenzyl)amino)acetonitrile BrC1=CC=C(CNCC#N)C=C1